COC1=CC=C(C=C1)C1=CC=C(C=C1)C1=CC=2C(=CN=CC2)N1 2-(4'-methoxybiphenyl-4-yl)-1H-pyrrolo[2,3-c]pyridine